N-(naphthalen-2-yl)butanamide C1=C(C=CC2=CC=CC=C12)NC(CCC)=O